C(CCCCCCC\C=C/CCCCCCCCCC)(=O)[O-].[Nd+3].C(CCCCCCC\C=C/CCCCCCCCCC)(=O)[O-].C(CCCCCCC\C=C/CCCCCCCCCC)(=O)[O-] neodymium gadoleate